[Si](C)(C)(C(C)(C)C)O[C@@H](C)C1=CC=C(CN2CCC(CC2)C=2C=CC(=NC2)N)C=C1 (S)-5-(1-(4-(1-((tert-butyldimethylsilyl)oxy)ethyl)benzyl)piperidin-4-yl)pyridin-2-amine